ClC1=CC=C(C=C1)NC(=O)NC=1SC2=C(N1)C=CC(=C2)OC 1-(4-chlorophenyl)-3-(6-methoxybenzo[d]thiazol-2-yl)urea